(1S,2S)-2-((R)-5H-Imidazo[5,1-a]isoindol-5-yl)-1,2,3,4-tetrahydronaphthalen-1-ol C=1N=CN2C1C1=CC=CC=C1[C@H]2[C@H]2[C@@H](C1=CC=CC=C1CC2)O